tert-Butyl 2-(3-carbamoyl-5-(4-morpholinophenyl)-1H-indazol-1-yl)acetate C(N)(=O)C1=NN(C2=CC=C(C=C12)C1=CC=C(C=C1)N1CCOCC1)CC(=O)OC(C)(C)C